C(C)(=O)C=1C=CC(=C(C1)C(C(=O)OCC)(F)F)F ethyl 2-(5-acetyl-2-fluorophenyl)-2,2-difluoroacetate